(2R,4S)-2-((S)-2-(2-hydroxyphenyl)-4,5-dihydrothiazol-4-yl)-3-methylthiazolidine-4-carboxylic acid OC1=C(C=CC=C1)C=1SC[C@H](N1)[C@H]1SC[C@@H](N1C)C(=O)O